CC1(CCN(CC1)CC(F)(F)F)O 4-methyl-1-(2,2,2-trifluoroethyl)piperidin-4-ol